ClC=1C=C(C=CC1F)C1=NC2=CC(=C(C=C2C(=N1)N)OC)OC (3-chloro-4-fluorophenyl)-6,7-dimethoxyquinazolin-4-amine